The molecule is the anion resulting from removal of a proton from the nitrogen at the 3 position (between the two carbonyl gropus) of riboflavin. It has a role as a Saccharomyces cerevisiae metabolite and a cofactor. It is a conjugate base of a riboflavin. CC1=CC2=C(C=C1C)N(C3=NC(=NC(=O)C3=N2)[O-])C[C@@H]([C@@H]([C@@H](CO)O)O)O